3-(hexyloxy)propan-1-ol C(CCCCC)OCCCO